3-(1-benzofuran-4-yl)-1,2-thiazole-5-carboxylic acid O1C=CC2=C1C=CC=C2C2=NSC(=C2)C(=O)O